C(CCC(C)C)[Sn](OC(C)(C)C)(OC(C)(C)C)OC(C)(C)C isohexyltris(t-butoxy)tin